C1(CCCCC1)OC(=O)O[C@H](C)OC(=O)C1=CC=CC2=C1N(C(=N2)OCC)CC2=CC=C(C=C2)C2=C(C=CC=C2)C2=NN=NN2 |r| (±)-2-ethoxy-1-[[2'-(1H-tetrazol-5-yl)[1,1-biphenyl]-4-yl]methyl]-1H-benzimidazole-7-formic acid-1-[[(cyclohexyloxy)carbonyl]oxy]ethyl ester